(5-(Methylsulfonyl)-1,4,5,6-tetrahydropyrrolo[3,4-c]pyrazol-3-yl)(4-(2-(trifluoromethyl)phenyl)piperidin-1-yl)methanone CS(=O)(=O)N1CC=2NN=C(C2C1)C(=O)N1CCC(CC1)C1=C(C=CC=C1)C(F)(F)F